5-(2,3'-Difluoro-4'-methylbiphenyl-4-yl)-3,6-dihydro-2H-1,3,4-oxadiazin-2-one FC1=C(C=CC(=C1)C1=NNC(OC1)=O)C1=CC(=C(C=C1)C)F